C1(CC1)C([C@@H](C(NC=1C=NN(C1)CC=1N=NN(C1)CC(F)(F)F)=O)NC(=O)C1=NON=C1C)C1CC1 N-[(1S)-1-(dicyclopropylmethyl)-2-oxo-2-[[1-[[1-(2,2,2-trifluoroethyl)triazol-4-yl]methyl]pyrazol-4-yl]amino]ethyl]-4-methyl-1,2,5-oxadiazole-3-carboxamide